[2-cyano-4-fluoro-3-[3-[(3R)-1-oxa-8-azaspiro[4.5]decan-3-yl]-4-oxo-quinazolin-6-yl]oxy-phenyl]-3-methoxy-pyrrolidine-1-sulfonamide C(#N)C1=C(C=CC(=C1OC=1C=C2C(N(C=NC2=CC1)[C@H]1COC2(C1)CCNCC2)=O)F)C2N(CCC2OC)S(=O)(=O)N